CC=1N(C(C2=C(N1)C(=NC(=N2)N2C[C@H](OCC2)C=2C=NN(C2)C)C=2C=NC(=CC2)C(F)(F)F)=O)C 2,3-dimethyl-6-[(2R)-2-(1-methyl-1H-pyrazol-4-yl)morpholin-4-yl]-8-[6-(trifluoromethyl)pyridin-3-yl]-3H,4H-pyrimido[5,4-d][1,3]diazin-4-one